ClC1=CC(=C(C=C1Cl)C(NS(=O)C(C)(C)C)C1CCN(CC1)CCOC)OCC=C N-[[4,5-dichloro-2-(prop-2-en-1-yloxy)phenyl][1-(2-methoxyethyl)piperidin-4-yl]methyl]-2-methylpropane-2-sulfinamide